NC1CC2CCC(C1)N2C=2N(C(C1=C(N2)NC=C1C1=C(C2=CN(N=C2C=C1)C)F)=O)C 2-(Endo-3-amino-8-azabicyclo[3.2.1]oct-8-yl)-5-(4-fluoro-2-methyl-2H-indazol-5-yl)-3-methyl-3,7-dihydro-4H-pyrrolo[2,3-d]pyrimidin-4-one